C1(CC1)CN1C(=CC=2C1=NC(=CC2)C=2CCOCC2)C(=O)OCC Ethyl 1-(cyclopropylmethyl)-6-(3,6-dihydro-2H-pyran-4-yl)-1H-pyrrolo[2,3-b]pyridine-2-carboxylate